FC1C(OC=C1)=O fluorofuranone